O=C1NC(CCC1N1C(C2=CC=CC(=C2C1)NCCCCCN1CCN(CC1)CC[C@H](CSC1=CC=CC=C1)NC1=C(C=C(C=C1)S(=O)(=O)N)S(=O)(=O)C(F)(F)F)=O)=O 4-(((2R)-4-(4-(5-((2-(2,6-dioxopiperidin-3-yl)-1-oxoisoindolin-4-yl)amino)pentyl)piperazin-1-yl)-1-(phenylthio)butan-2-yl)amino)-3-((trifluoromethyl)sulfonyl)benzenesulfonamide